FC1=C2C=CN(C2=C(C=C1)C)C1CN(CCC1)CC(=O)NC 4-fluoro-7-methyl-N-(1-(2-(methylamino)-2-oxoethyl)piperidin-3-yl)-1H-indole